tert-Butyl 4-(2-(methoxy(methyl)carbamoyl)phenyl)piperidine-1-carboxylate CON(C(=O)C1=C(C=CC=C1)C1CCN(CC1)C(=O)OC(C)(C)C)C